CN(C(=O)N)N=O The molecule is a member of the class of N-nitrosoureas that is urea in which one of the nitrogens is substituted by methyl and nitroso groups. It has a role as a carcinogenic agent, a mutagen, a teratogenic agent and an alkylating agent.